C(C1=CC=CC=C1)N1C=NC(=C1)NC(=O)C=1C=C2CCCNC2=CC1 N-(1-benzyl-1H-imidazol-4-yl)-1,2,3,4-tetrahydroquinoline-6-carboxamide